N1=CC=C(C=C1)CN1N=CC2=CC(=CC=C12)N 1-(Pyridin-4-ylmethyl)-1H-indazol-5-amine